C(C)OC1=CC=CC2=C1OC=1CN(CCC12)CCN1CC2=C(CCC1)C=CC=C2 2-(2-(8-ethoxy-3,4-dihydrobenzofuro[2,3-c]pyridin-2(1H)-yl)ethyl)-2,3,4,5-Tetrahydro-1H-benzo[c]azepine